(pyrenyl)quinoline C1(=CC=C2C=CC3=CC=CC4=CC=C1C2=C34)C3=NC4=CC=CC=C4C=C3